C(CC)(OCCC)([O-])[O-] propyl orthopropionate